C(C)OCC=1N(C2=C(C=NC=3C=CC=CC23)N1)CC(OCCN)(C)C 2-[2-[2-(ethoxymethyl)imidazo[4,5-c]quinolin-1-yl]-1,1-dimethyl-ethoxy]ethanamine